(S)-2-(1-cyclobutyl-3-methyl-4-oxo-1,4-dihydro-5H-pyrazolo[3,4-d]pyridazin-5-yl)-N-(1-(4-(trifluoromethyl)phenyl)ethyl)acetamide C1(CCC1)N1N=C(C2=C1C=NN(C2=O)CC(=O)N[C@@H](C)C2=CC=C(C=C2)C(F)(F)F)C